7-(7-chloro-1-oxo-2,3-dihydro-1H-inden-5-yl)-3-((1-(3-cyclopropyl-3-phenylpropionyl)-4-hydroxypiperidin-4-yl)methyl)thieno[3,4-d]pyrimidin-4(3H)-one ClC=1C=C(C=C2CCC(C12)=O)C=1SC=C2C1N=CN(C2=O)CC2(CCN(CC2)C(CC(C2=CC=CC=C2)C2CC2)=O)O